ClC1=CC=C(C(=N1)C(=O)NS(=O)(=O)C)N[C@H](C)C=1C=C(C=C2C(N(C(=NC12)N1CC2=CC=CC(=C2C1)C1=CC=NN1C)C)=O)C (R)-6-chloro-3-((1-(3,6-dimethyl-2-(4-(1-methyl-1H-pyrazol-5-yl)isoindolin-2-yl)-4-oxo-3,4-dihydroquinazolin-8-yl)ethyl)amino)-N-(methylsulfonyl)picolinamide